FC(S(=O)(=O)OC1=CC=C(C=C1)C(C)(C)C1=CC=C(C=C1)OCC1=NC(=NC=C1)N1CC2(CC(C2)=O)C1)(F)F 4-(2-(4-((2-(2-oxo-6-azaspiro[3.3]heptane-6-yl)pyrimidin-4-yl)methoxy)phenyl)propane-2-yl)phenyl trifluoromethanesulfonate